tert-Butyl (1-(3-(imidazolo[1,2-a]pyridin-2-yl)benzoyl)piperidin-4-yl)carbamate N=1C(=CN2C1C=CC=C2)C=2C=C(C(=O)N1CCC(CC1)NC(OC(C)(C)C)=O)C=CC2